phenyl-(1H-pyridine) C1(=CC=CC=C1)N1CC=CC=C1